C1([C@H](O)[C@@H](O)[C@@H](O)[C@H](O1)CO)C=1C(=C(O)C=CC1O)C1[C@H](O)[C@@H](O)[C@@H](O)[C@H](O1)CO digalactosyl-hydroquinone